FC=1C(=NC(=NC1)N[C@@H]1[C@@H](CNCC1)C)C1=C(C2=C(C3(N(C2=O)CC2=CC=C(C=C2)OC)CC3)S1)C 2'-(5-Fluoro-2-(((3R,4S)-3-methylpiperidin-4-yl)amino)pyrimidin-4-yl)-5'-(4-methoxybenzyl)-3'-methylspiro[cyclopropane-1,6'-thieno[2,3-c]pyrrol]-4'(5'H)-one